(S)-3-(1-(2-butyl-5-(4-(6-fluoro-2-methylpyridin-3-yl)benzyl)-6-hydroxy-4-oxopyrimidin-1(4H)-yl)propyl)benzonitrile C(CCC)C=1N(C(=C(C(N1)=O)CC1=CC=C(C=C1)C=1C(=NC(=CC1)F)C)O)[C@@H](CC)C=1C=C(C#N)C=CC1